CNCCOCCOCCOCCOCCOCCC(=O)OC(C)(C)C tert-butyl 5,8,11,14,17-pentaoxa-2-azaicosan-20-oate